[Cl-].[Cl-].C(C)(C)=[Zr+2](C1C=CC=C1)C1C=CC=C1 isopropylidenebis(cyclopentadienyl)zirconium dichloride